tert-butyl 1-(4-(trifluoromethoxy)phenylcarbamoyl)-1,2,3,4-tetrahydroquinolin-3-ylcarbamate FC(OC1=CC=C(C=C1)NC(=O)N1CC(CC2=CC=CC=C12)NC(OC(C)(C)C)=O)(F)F